2-((1rs,4rs,5rs)-5-((5-cyclopropyl-3-(2,6-dichlorophenyl)isoxazol-4-yl)methoxy)-2-azabicyclo[2.2.1]hept-2-yl)benzo[d]thiazole-6-carboxylic acid methyl ester COC(=O)C1=CC2=C(N=C(S2)N2[C@H]3C[C@H]([C@@H](C2)C3)OCC=3C(=NOC3C3CC3)C3=C(C=CC=C3Cl)Cl)C=C1 |r|